(9-(5-((2-Amino-3-chloropyridin-4-yl)thio)pyrazin-2-yl)-3,9-diazaspiro[5.5]undec-1-yl)carbamic acid tert-butyl ester C(C)(C)(C)OC(NC1CNCCC12CCN(CC2)C2=NC=C(N=C2)SC2=C(C(=NC=C2)N)Cl)=O